ClC=1C(=CC(=C(C1)C1=NNC=C1C=1N=C2C=C(C=NC2=CC1)NCCN1CCN(CC1)CC)F)F 6-[3-(5-chloro-2,4-difluoro-phenyl)-1H-pyrazol-4-yl]-N-[2-(4-ethylpiperazin-1-yl)ethyl]-1,5-naphthyridin-3-amine